4-(4-acetylphenoxy)-N-[(1s,4s)-4-{[6-chloro-2-(trifluoromethyl)quinolin-4-yl]amino}cyclohexyl]butanamide C(C)(=O)C1=CC=C(OCCCC(=O)NC2CCC(CC2)NC2=CC(=NC3=CC=C(C=C23)Cl)C(F)(F)F)C=C1